9-(4-Nitrophenyl)-3,9-diazaspiro[5.5]undecane-3-carboxylic acid tert-butyl ester C(C)(C)(C)OC(=O)N1CCC2(CC1)CCN(CC2)C2=CC=C(C=C2)[N+](=O)[O-]